OC1(COC(C(C(C(CC(CC(CNC(C1O)C)C)(C)O)C)O[C@@H]1O[C@H]([C@]([C@](C1)(C)OC)(CNCCC)O)C)C)=O)C 3,4,10-trihydroxy-13-[(2R,4R,5S,6S)-5-hydroxy-4-methoxy-4,6-dimethyl-5-(propylaminomethyl)oxan-2-yl]oxy-3,5,8,10,12,14-hexamethyl-1-oxa-6-azacyclopentadecan-15-one